tert-butoxycarbonyl-carbamate C(C)(C)(C)OC(=O)NC([O-])=O